O1CCN(CC1)C/C=C/C(=O)O (E)-4-morpholinobut-2-enoic acid